ClC1=C(C=C(C=C1)F)[C@@H](CC)C=1C(=NN(C1)C)C (1S,2R)-1-(2-chloro-5-fluorophenyl)-1-(1,3-dimethyl-1H-pyrazol-4-yl)propan